tagatose OCC(=O)[C@@H](O)[C@@H](O)[C@H](O)CO